5-methyl-2-(piperidin-4-yl)-3-((6-(trifluoromethyl)pyridin-3-yl)oxy)pyrazine CC=1N=C(C(=NC1)C1CCNCC1)OC=1C=NC(=CC1)C(F)(F)F